4-(2-((3R,5r,6S)-1-((S)-2-(tert-butylsulfonyl)-1-cyclopropylethyl)-6-(4-chloro-3-fluorophenyl)-5-(3-chlorophenyl)-3-methyl-2-oxopiperidin-3-yl)acetamido)-2-methoxybenzoic acid C(C)(C)(C)S(=O)(=O)C[C@H](C1CC1)N1C([C@@](C[C@@H]([C@H]1C1=CC(=C(C=C1)Cl)F)C1=CC(=CC=C1)Cl)(C)CC(=O)NC1=CC(=C(C(=O)O)C=C1)OC)=O